C(CCCC)(=O)N1CC2=CC=C(C=C2C1C1=CC=CC=C1)C1=C(C(=O)OC)C=CC=C1 Methyl 2-(2-pentanoyl-3-phenylisoindolin-5-yl)benzoate